C(C)NC(C)=CC(C)=NCC(C)C N-ethyl-4-(isobutylimino)-2-penten-2-amine